tert-butyl 4-[8-[3-(2-hydroxyethoxy)propyl]-2-methylsulfonyl-7-oxo-pyrido[2,3-d]pyrimidin-6-yl]-8-methyl-2,3-dihydroquinoxaline-1-carboxylate OCCOCCCN1C(C(=CC2=C1N=C(N=C2)S(=O)(=O)C)N2CCN(C1=C(C=CC=C21)C)C(=O)OC(C)(C)C)=O